C(C)(C)(C)OC(=O)N1C[C@H](CC1)[C@@H](C(=O)OC(C)(C)C)CC=1SC(=CN1)C=C (3R)-3-[(2S)-1-(tert-butoxy)-3-(5-vinyl-1,3-thiazol-2-yl)-1-oxopropane-2-yl]pyrrolidine-1-carboxylic acid tert-butyl ester